4-(1-(2-Chloro-4-(4-methylpiperazin-1-yl)phenyl)-1H-imidazol-4-yl)-N-(1-(methylsulfonyl)-piperidin-4-yl)-5-(trifluoromethyl)-pyrimidin-2-amine ClC1=C(C=CC(=C1)N1CCN(CC1)C)N1C=NC(=C1)C1=NC(=NC=C1C(F)(F)F)NC1CCN(CC1)S(=O)(=O)C